CC=1C=C(C=NC1)NC(C=O)=O N-(5-methyl-3-pyridyl)-2-oxo-acetamide